tert-Butyl (1S,4S)-5-(4-((4-(cyclopropylmethoxy)-2,3-difluorophenyl)amino)-7-fluoropyrido[3,2-d]pyrimidin-6-yl)-2,5-diazabicyclo[2.2.1]heptane-2-carboxylate C1(CC1)COC1=C(C(=C(C=C1)NC=1C2=C(N=CN1)C=C(C(=N2)N2[C@@H]1CN([C@H](C2)C1)C(=O)OC(C)(C)C)F)F)F